O=C(C\C(\C)=N\C1=C(C=CC=C1)S(=O)(=O)O)C1=CC=CC=C1.FC1=C(N)C=C(C=C1)OCCN1CCOCC1 2-fluoro-5-(2-morpholinoethoxy)aniline [(E)-(4-oxo-4-phenylbutan-2-ylidene)amino]benzenesulfonate